[Br-].CC=1N=C(SC1C)N1N([NH2+]C(=N1)C1=CC=CC=C1)C1=CC=CC=C1 3-[4,5-dimethylthiazolyl]-2,5-diphenyl-2H-tetrazolium bromide